(4aR,8aS)-6-[3-[4-(2,2,2-trifluoro-1,1-dimethyl-ethyl)phenyl]azetidine-1-carbonyl]-4,4a,5,7,8,8a-hexahydropyrido[4,3-b][1,4]oxazin-3-one FC(C(C)(C)C1=CC=C(C=C1)C1CN(C1)C(=O)N1C[C@@H]2[C@@H](OCC(N2)=O)CC1)(F)F